methyl (1r,4r)-4-((tert-butoxycarbonyl)(2-(4,6-dichloro-6'-cyano-2'-fluoro-3'-(((S)-tetrahydrofuran-2-yl)methoxy)-[1,1'-biphenyl]-3-yl)-2-phenylethyl)amino)cyclohexane-1-carboxylate C(C)(C)(C)OC(=O)N(C1CCC(CC1)C(=O)OC)CC(C1=CC=CC=C1)C=1C=C(C(=CC1Cl)Cl)C1=C(C(=CC=C1C#N)OC[C@H]1OCCC1)F